CC1=NC=CC=2C3=CC=CC=C3NC12 1-methyl-9H-b-carboline